FC1(CCC(CC1)/C=C/C1=CC(=C(C=2CCOC21)F)NC(C=C)=O)F (E)-N-(7-(2-(4,4-difluoro-cyclohexyl)vinyl)-4-fluoro-2,3-dihydrobenzofuran-5-yl)acrylamide